1-phenyl-3-(triisopropylsilyl)prop-2-yn-1-one C1(=CC=CC=C1)C(C#C[Si](C(C)C)(C(C)C)C(C)C)=O